C(#N)C=1C=CC=C(C1)C1(C(=O)N)C(N=CC=C1C)OC=1C(=NC(=CC1)F)C 3-(5-cyanophenyl)-2-((6-fluoro-2-methylpyridin-3-yl)oxy)-4-methylnicotinamide